O=C1NC(CCC1N1C(C2=CC=CC(=C2C1=O)NCC(=O)N1CCN(CC1)C1=NN=C(S1)C=1C(=CC(=NC1)C1=CC=C2N1N=CC(=C2)C#N)NC(C)C)=O)=O 7-(5-(5-(4-((2-(2,6-dioxopiperidin-3-yl)-1,3-dioxoisoindolin-4-yl)glycyl)piperazin-1-yl)-1,3,4-thiadiazol-2-yl)-4-(isopropylamino)pyridin-2-yl)pyrrolo[1,2-b]pyridazine-3-carbonitrile